C1CC12C1(CC1)C2CC(=O)O 2-dispiro[2.0.2.1]heptan-7-ylacetic acid